FC(CC(=O)[O-])(I)F.[Na+] sodium 3,3-difluoro-3-iodopropanoate